4-(1-(2-(o-tolyl)acetyl)-2,3-dihydro-1H-pyrrolo[2,3-c]pyridin-4-yl)benzonitrile C1(=C(C=CC=C1)CC(=O)N1CCC=2C1=CN=CC2C2=CC=C(C#N)C=C2)C